ClC1=C(CC2=CC=CC3=C2NC(=NS3(=O)=O)NCC3=C(C=C(C=C3)F)C)C=CC=C1 5-(2-chlorobenzyl)-3-((4-fluoro-2-methylbenzyl)amino)-4H-benzo[e][1,2,4]thiadiazine 1,1-dioxide